NC1=C(CNC=C1)C1=CC=C(C=2OCOC21)NC(=O)C=2SC=CC2 4-Amino-3-(7-(thiophene-2-carboxamido)benzo[d][1,3]dioxol-4-yl)-1H-pyridine